C(C)N1C(C[C@H](C1)CN1N=C2N=C(C=CC2=C1[C@H](C)O)C1=C(C=C(C=C1C)C(F)(F)F)O)=O (R)-1-ethyl-4-((6-(2-hydroxy-6-methyl-4-(trifluoromethyl)phenyl)-3-((S)-1-hydroxyethyl)-2H-pyrazolo[3,4-b]pyridin-2-yl)methyl)pyrrolidin-2-one